((4R,5R)-5-(2-methylphenyl)-2,2-dimethyl-1,3-dioxolan-4-yl)methyl sulfamate S(N)(OC[C@H]1OC(O[C@@H]1C1=C(C=CC=C1)C)(C)C)(=O)=O